(R)-3-((7-azaspiro[4.5]dec-10-yl)methyl)-6-phenylpyrimidin-4(3H)-one C1CCCC12CNCC[C@H]2CN2C=NC(=CC2=O)C2=CC=CC=C2